2-(2-Aminopyridin-3-yl)-1-(4-(chloromethyl)phenyl)-1H-benzo[d]imidazole-6-carbonitrile NC1=NC=CC=C1C1=NC2=C(N1C1=CC=C(C=C1)CCl)C=C(C=C2)C#N